(R)-ethyl 5-(2-fluorophenyl)-6,7-dihydro-5H-pyrrolo[1,2-b][1,2,4]triazole-2-carboxylate FC1=C(C=CC=C1)[C@H]1CCC=2N1N=C(N2)C(=O)OCC